C1(CC1)C1=CC=C(C=C1)C=1C=C2CCN(C(C2=CC1)=O)C=1C=CC(=C(C1)NS(=O)(=O)C)OCOCCOC N-(5-(6-(4-cyclopropylphenyl)-1-oxo-3,4-dihydroisoquinolin-2(1H)-yl)-2-((2-methoxyethoxy)methoxy)phenyl)methanesulfonamide